rac-(r)-3-(4-(4-(4-(((1-(6-(2-hydroxyphenyl)pyridazin-4-yl)-4-phenylpiperidin-4-yl)methyl)(methyl)amino)piperidine-1-carbonyl)piperidin-1-yl)phenyl)piperidine-2,6-dione OC1=C(C=CC=C1)C1=CC(=CN=N1)N1CCC(CC1)(C1=CC=CC=C1)CN(C1CCN(CC1)C(=O)C1CCN(CC1)C1=CC=C(C=C1)[C@@H]1C(NC(CC1)=O)=O)C |r|